ClC=1C=CC2=C(N(CN(S2(=O)=O)[C@@H]([C@H](C)C2=C(C(=CC=C2F)C)C)C2=NNC(O2)=O)[C@@H](CO)C)C1 5-((1S,2R)-1-(6-chloro-4-((R)-1-hydroxypropan-2-yl)-1,1-dioxido-3,4-dihydro-2H-benzo[e][1,2,4]thiadiazin-2-yl)-2-(6-fluoro-2,3-dimethylphenyl)propyl)-1,3,4-oxadiazol-2(3H)-one